C(C)(=O)OC\C=C(\CCC=C(C)C)/C (E)-3,7-Dimethyl-2,6-octadienyl acetate